CN1N=C2C=CC(=CC2=C1)C1=CN=C(N1)[C@H](CCCCCC(CC)=O)NC(CN1CCC2(CC2)CC1)=O (S)-N-(1-(5-(2-methyl-2H-indazol-5-yl)-1H-imidazol-2-yl)-7-oxononyl)-2-(6-azaspiro[2.5]octan-6-yl)acetamide